5-((6-(4-(7-Bromoquinoxalin-2-yl)-1H-pyrazol-1-yl)hexyl)amino)-2-(2,6-dioxopiperidin-3-yl)isoindoline-1,3-dione BrC1=CC=C2N=CC(=NC2=C1)C=1C=NN(C1)CCCCCCNC=1C=C2C(N(C(C2=CC1)=O)C1C(NC(CC1)=O)=O)=O